2-(4-(4,4,5,5-tetramethyl-1,3,2-dioxaborolan-2-yl)pyridin-2-ylamino)ethanol CC1(OB(OC1(C)C)C1=CC(=NC=C1)NCCO)C